4-(4-((4-(1,3-dioxo-2-(6-oxo-1,6-dihydropyridin-3-yl)isoindolin-5-yl)piperazin-1-yl)methyl)piperidin-1-yl)benzamide O=C1N(C(C2=CC(=CC=C12)N1CCN(CC1)CC1CCN(CC1)C1=CC=C(C(=O)N)C=C1)=O)C1=CNC(C=C1)=O